(S)-2-(2-acetoxy-1-methoxyethoxy)ethyl acetate C(C)(=O)OCCO[C@@H](COC(C)=O)OC